N12C[C@H](C(CC1)CC2)OC(N[C@@H]2C(CC1=CC(=C(C=C21)F)C2=CC(=CC=C2)CC)(C)C)=O (S)-quinuclidin-3-yl((R)-5-(3-ethylphenyl)-6-fluoro-2,2-dimethyl-2,3-dihydro-1H-inden-1-yl)carbamate